1,2,3,4-cyclohexanetetracarbonyl chloride C1(C(C(C(CC1)C(=O)Cl)C(=O)Cl)C(=O)Cl)C(=O)Cl